FC=1C=C(C=CC1F)CC(=O)N1CCN(CC1)C=1C=CC=2N(N1)C=NN2 2-(3,4-difluorophenyl)-1-(4-{[1,2,4]triazolo[4,3-b]pyridazin-6-yl}piperazin-1-yl)ethan-1-one